CN1C=2C=NC(=NC2N(C(C1=O)=O)CC1CCOCC1)NC1=CC2=C(OCCO2)C=C1C 5-methyl-2-((7-methyl-2,3-dihydrobenzo[b][1,4]dioxin-6-yl)amino)-8-((tetrahydro-2H-Pyran-4-yl)methyl)-5,8-dihydropteridin-6,7-dione